(1-Methylindazol-7-yl)pyridine-2,6-diamine CN1N=CC2=CC=CC(=C12)C=1C(=NC(=CC1)N)N